P(=O)#CO phosphoryl-methanol